2-((3-chloro-4-fluorophenyl)((5-fluoro-6-methylpyridin-2-yl)amino)methyl)-5-(hydroxymethyl)-1H-imidazole-4-sulfonamide ClC=1C=C(C=CC1F)C(C=1NC(=C(N1)S(=O)(=O)N)CO)NC1=NC(=C(C=C1)F)C